B(O)(O)O.OF hydroxyl fluoride borate